beta-naphthalamide C1=C(C=CC2=CC=CC=C12)C(=O)N